(2s,4s)-4-(((benzyloxy)-carbonyl)amino)-5-oxopyrrolidine-2-carboxylic acid methyl ester COC(=O)[C@H]1NC([C@H](C1)NC(=O)OCC1=CC=CC=C1)=O